BrC1=CC=C(C=C1)C1CCN(CC1)CC1=CC2=CN(C=C2C=C1)N1C(NC(CC1)=O)=O 5-((4-(4-bromophenyl)piperidin-1-yl)methyl)-2-(2,4-dioxotetrahydropyrimidin-1(2H)-yl)isoindole